O1COC2=C1C=CC(=C2)N2[Se]C1=C(C2=O)C=C(C=C1)F 2-(benzo[d][1,3]dioxol-5-yl)-5-fluorobenzo[d][1,2]selenazol-3(2H)-one